(1R,3aS,3bS,7S,9aR,9bS,11aR)-1-[(2R)-4-(3-ethoxypyridin-2-yl)butan-2-yl]-9a,11a-dimethyl-1H,2H,3H,3aH,3bH,4H,6H,7H,8H,9H,9aH,9bH,10H,11H,11aH-cyclopenta[a]phenanthren-7-ol C(C)OC=1C(=NC=CC1)CC[C@@H](C)[C@H]1CC[C@@H]2[C@@]1(CC[C@@H]1[C@]3(CC[C@@H](CC3=CC[C@@H]21)O)C)C